BrCC1=NC(=NO1)C1=CC=C(C=C1)I 5-(bromomethyl)-3-(4-iodophenyl)-1,2,4-oxadiazole